OCC1CCC(CC1)C=1OC2=C(N1)C=C(C(=C2)NC(=O)C=2N=C(OC2)C)C(C)(C)O N-[2-[4-(hydroxymethyl)cyclohexyl]-5-(1-hydroxy-1-methyl-ethyl)-1,3-benzoxazol-6-yl]-2-methyl-oxazole-4-carboxamide